C(C)OCC1N(CC(CC1)C1=CC=C(C=C1)C(F)(F)F)C1=CC=C(C#N)C=C1 4-(2-(ethoxymethyl)-5-(4-(trifluoromethyl)phenyl)piperidin-1-yl)benzonitrile